[Si](C1=CC=CC=C1)(C1=CC=CC=C1)(C(C)(C)C)OC[C@@H]([C@H](CC(C)C)CCO)NC(OC(C)(C)C)=O tert-Butyl N-[(1R,2R)-1-[[tert-butyl(diphenyl)silyl]oxymethyl]-2-(2-hydroxyethyl)-4-methyl-pentyl]carbamate